C(C)OC1=C(C(=CC(=C1)CN1CCC2(CN(C(O2)=O)C2=CC=C(C(=O)N[C@@H](CC(=O)O)C(=O)O)C=C2)CC1)OCC)C1=CC=C(C=C1)F (4-(8-((2,6-diethoxy-4'-fluoro-[1,1'-biphenyl]-4-yl)methyl)-2-oxo-1-oxa-3,8-diazaspiro[4.5]decan-3-yl)benzoyl)-L-aspartic acid